ClC=1C=CC2=C(NC(=N2)CC=2N=C3N(C(=CC=C3NC(=O)NCC)C3=C(C=C(C=C3)OC)Cl)C2)C1 2-[(6-chloro-1H-1,3-benzodiazol-2-yl)methyl]-5-(2-chloro-4-methoxyphenyl)imidazo[1,2-a]pyridin-8-yl-3-ethylurea